benzyl 4-[3-benzyloxy-5-[(1R)-1-[[(S)-tert-butylsulfinyl]amino]ethyl]phenyl]-1-methyl-pyrrole-2-carboxylate C(C1=CC=CC=C1)OC=1C=C(C=C(C1)[C@@H](C)N[S@@](=O)C(C)(C)C)C=1C=C(N(C1)C)C(=O)OCC1=CC=CC=C1